4-(4-(2-chlorophenyl)piperazin-1-yl)-6-(4-(dimethylamino)phenyl)-2-oxo-2H-pyran-3-carbonitrile ClC1=C(C=CC=C1)N1CCN(CC1)C1=C(C(OC(=C1)C1=CC=C(C=C1)N(C)C)=O)C#N